C1=NC=CC=2C(=CC=CC12)C(=O)N1CCC2(C(C2)CNC(=O)C2=CC=3C(=CN=CC3)O2)CC1 N-[[6-(isoquinoline-5-carbonyl)-6-azaspiro[2.5]octan-2-yl]methyl]furo[2,3-c]pyridine-2-carboxamide